F[C@H]1C[C@H](N(C1)C(CN1C[C@H](CC1)NC1=C2C=CC=NC2=CC(=C1)C(F)(F)F)=O)C#N (2S,4S)-4-fluoro-1-[2-[(3S)-3-[[7-(trifluoromethyl)-5-quinolinyl]amino]pyrrolidin-1-yl]acetyl]pyrrolidine-2-carbonitrile